C(C)(C)(C)OC(=O)N[C@@H](C(=O)OCC1=CC=CC=C1)CNC(=O)OCC[Si](C)(C)C (R)-benzyl 2-((tert-butoxycarbonyl)amino)-3-(((2-(trimethylsilyl)ethoxy)carbonyl) amino)propanoate